tert-butyl ((3S,4R)-1-(4-(cyclopropylamino)-3-fluoro-5-nitrobenzoyl)-4-methoxypiperidin-3-yl)carbamate C1(CC1)NC1=C(C=C(C(=O)N2C[C@@H]([C@@H](CC2)OC)NC(OC(C)(C)C)=O)C=C1[N+](=O)[O-])F